((S)-3,6-dihydro-2H-pyran-2-yl)((S)-1-(4-fluorophenyl)-3,4-dihydroisoquinolin-2(1H)-yl)methanone O1[C@@H](CC=CC1)C(=O)N1[C@H](C2=CC=CC=C2CC1)C1=CC=C(C=C1)F